BrC=1C=C(C=CC1)C(C(=O)NNC)(CCC=C)C 2-(3-bromophenyl)-N',2-dimethyl-hex-5-enehydrazide